2-bromo-4-(cyclopropylmethyl)-1-(trifluoromethoxy)benzene BrC1=C(C=CC(=C1)CC1CC1)OC(F)(F)F